N1=C(C=CC=C1)SC=1C(NNC(C1SC1=NC=CC=C1)=O)=O 4,5-bis(2-pyridylsulfanyl)-1,2-dihydropyridazine-3,6-dione